P(OCCOCCOCCS)([O-])=O [2-[2-(2-mercaptoethoxy) ethoxy] ethyl] phosphonate